N-(3-bromophenyl)-3-methyloxetane-3-carboxamide BrC=1C=C(C=CC1)NC(=O)C1(COC1)C